CS(=O)(=O)N1CCC(CC1)NC1=NC2=C(C=CC=C2C=N1)C1CC2(CCN(C2)C(C)=O)CC1 1-(7-(2-((1-(methylsulfonyl)piperidin-4-yl)amino)quinazolin-8-yl)-2-azaspiro[4.4]nonan-2-yl)ethan-1-one